C(C)(C)(C)OC(=O)N1OCC[C@H]1C1=NC=C(C=C1)C#N (3S)-3-(5-cyano-2-pyridinyl)isoxazolidine-2-carboxylic acid tert-butyl ester